C(CCCCCCCCCCCCC)O Myristyl alcohol